1-[4-(1-Isopropyl-piperidine-4-sulfonyl)-phenyl]-3-(1H-pyrazol-4-ylmethyl)-urea C(C)(C)N1CCC(CC1)S(=O)(=O)C1=CC=C(C=C1)NC(=O)NCC=1C=NNC1